CN(C)C[C@H]1[C@@H](C1)C(=O)NC=1N=CC2=CC(=NC=C2C1)C=1C=NC(=CC1C)[C@H](CCC)O (1R,2R)-2-[(dimethylamino)methyl]-N-(7-{6-[(1S)-1-hydroxybutyl]-4-methylpyridin-3-yl}-2,6-naphthyridin-3-yl)cyclopropane-1-carboxamide